O=S1(OC[C@H](N1C(=O)OCC1C2=CC=CC=C2C=2C=CC=CC12)C(=O)OC(C)(C)C)=O 4-tert-butyl 3-(9H-fluoren-9-yl)methyl (4S)-2,2-dioxo-1,2lambda6,3-oxathiazolidine-3,4-dicarboxylate